C(C)(CC)OC1=CC2=C(CN(CCC2)C2=CC(=C(C(=C2)C)C(C(=O)N)C(C)(C)C)C)C=C1F (4-(7-(sec-butoxy)-8-fluoro-1,3,4,5-tetrahydro-2H-benzo[c]azepin-2-yl)-2,6-dimethylphenyl)-3,3-dimethylbutyramide